CC1=C(C=C2C=C(N=CC2=C1)NC(=O)[C@@H]1[C@H](C1)C1=NC=CC=C1)C1CCN(CC1)[C@@]1(COCC1)C (1S-2S)-N-(7-methyl-6-(1-((S)-3-methyltetrahydrofuran-3-yl)piperidin-4-yl)isoquinolin-3-yl)-2-(pyridin-2-yl)cyclopropane-1-carboxamide